3-phenyl-1-(trimethylsilyl)pentane-1,4-diyn-3-ol C1(=CC=CC=C1)C(C#C[Si](C)(C)C)(C#C)O